Cl.C1(CCC1)CNCC=1C=CC=2N(C1)C=C(N2)CN2N=NC(=C2)C2=C1C=NNC1=CC(=C2)OCCCCCC 1-cyclobutyl-N-((2-((4-(6-(hexoxy)-1H-indazol-4-yl)-1H-1,2,3-triazol-1-yl)methyl)imidazo[1,2-a]pyridin-6-yl)methyl)methylamine hydrochloride